ClC1=CC(=C(C=C1O)N1C(N(C(=CC1=O)C(F)(F)F)C)=O)F 3-(4-chloro-2-fluoro-5-hydroxyphenyl)-1-methyl-6-(trifluoromethyl)pyrimidine-2,4(1H,3H)-dione